C(#N)CS(=O)(=O)N[C@@H]1[C@@H](N(CCC1)C(=O)OC(C)C)CC1=NC(=CC=C1)C1=CC=CC=C1 isopropyl cis-3-(((cyanomethyl)sulfonyl)amino)-2-((6-phenylpyridin-2-yl)methyl)piperidine-1-carboxylate